3-(3,4-dibenzyloxyphenyl)-serine C(C1=CC=CC=C1)OC=1C=C(C=CC1OCC1=CC=CC=C1)C([C@H](N)C(=O)O)O